nitrogen carbon yttrium oxygen [O].[Y].[C].[N]